tert-butyl (S)-6-((4-ethylphenyl)(methyl)amino)-1-(((4-(methoxycarbonyl)pyridin-3-yl)amino) methyl)-3,4-dihydroisoquinoline-2(1H)-carboxylate C(C)C1=CC=C(C=C1)N(C=1C=C2CCN([C@@H](C2=CC1)CNC=1C=NC=CC1C(=O)OC)C(=O)OC(C)(C)C)C